N2-(2,7-dimethyl-2H-indazol-6-yl)-N4-methyl-5-(trifluoromethyl)pyrimidine-2,4-diamine CN1N=C2C(=C(C=CC2=C1)NC1=NC=C(C(=N1)NC)C(F)(F)F)C